2,3,5-hexanetrione CC(C(CC(C)=O)=O)=O